bis(2-methyl-4-(4-ethyl-phenyl)-indenyl)zirconium dichloride [Cl-].[Cl-].CC=1C(C2=CC=CC(=C2C1)C1=CC=C(C=C1)CC)[Zr+2]C1C(=CC2=C(C=CC=C12)C1=CC=C(C=C1)CC)C